1-[2-bromo-4-chloro-5-(trifluoromethyl)phenyl]-3-[1-(3-pyrimidin-2-ylpyrazin-2-yl)ethyl]urea BrC1=C(C=C(C(=C1)Cl)C(F)(F)F)NC(=O)NC(C)C1=NC=CN=C1C1=NC=CC=N1